S1OP(O1)(O)=S thiophosphoric acid thioester